COC(=O)C1=C(C=NC=C1)NCC1CCOC2=C1C=CC(=C2)C2=COC=C2 3-({[7-(furan-3-yl)-3,4-dihydro-2H-1-benzopyran-4-yl]methyl}amino)pyridine-4-carboxylic acid methyl ester